C(CCCCCCC\C=C/CCCCCCCC)(=O)O.C(CCCCCCC\C=C/CCCCCCCC)(=O)O.C(CCCCCCC\C=C/CCCCCCCC)(=O)O.C(C)C(=O)[C@H](O)[C@@H](O)[C@H](O)[C@H](O)CO ethyl-glucose trioleate